Cyclopropyl (2-amino-3,5-difluoro-4-(((3-fluoro-5-(trifluoromethyl)pyridin-2-yl)methyl)amino)phenyl)carbamate NC1=C(C=C(C(=C1F)NCC1=NC=C(C=C1F)C(F)(F)F)F)NC(OC1CC1)=O